[Ru+2].ClC1=C(CCCCC=C1)C1(C(=C(C(=C1C)C)C)C)C chloro-(pentamethylcyclopentadienyl)(cyclooctadiene) ruthenium (II)